2,3-dihydro-1,5-benzoxazepin O1CCC=NC2=C1C=CC=C2